1,1-bischloromethylcyclopropane ClCC1(CC1)CCl